C(C)C1CCCCC1 5-ethylcyclohexane